tert-butyl 2-{3-[2-(2-{[2-(2,6-dioxopiperidin-3-yl)-3-oxo-2,3-dihydro-1H-isoindol-4-yl]amino}ethoxy)ethoxy]phenyl}acetate O=C1NC(CCC1N1CC2=CC=CC(=C2C1=O)NCCOCCOC=1C=C(C=CC1)CC(=O)OC(C)(C)C)=O